FC(C1=NC2=C(N1C1=NC(=NC(=N1)N1CCOCC1)NC(CC1=C(C=CC=C1)C1CCN(CC1)C)(C)C)C=CC=C2)F 4-(2-(difluoromethyl)-1H-benzo[d]imidazole-1-yl)-N-(2-methyl-1-(2-(1-methylpiperidin-4-yl)phenyl)propan-2-yl)-6-morpholino-1,3,5-triazin-2-amine